NC=1C=CC(=C(C(=O)OC)C1)NS(=O)(=O)C1=CC=C(C=C1)CCCC methyl 5-amino-2-(4-butylphenylsulfonamido)benzoate